FC1COC1 3-fluorooxetan